COC1=C(C=C2CCN(CC2=C1)C)NC=1N=NC(=C(N1)NC1=C(C=CC=C1)OC)C(=O)N ((7-methoxy-2-methyl-1,2,3,4-tetrahydroisoquinolin-6-yl)amino)-5-((2-methoxyphenyl)amino)-1,2,4-triazine-6-carboxamide